2-(6-(4-(((tert-butyldimethylsilyl)oxy)methyl)piperidin-1-yl)-2-fluoropyridin-3-yl)-5-(pyridin-3-yl)-6,7-dihydrothiazolo[5,4-c]pyridin-4(5H)-one [Si](C)(C)(C(C)(C)C)OCC1CCN(CC1)C1=CC=C(C(=N1)F)C=1SC=2C(N(CCC2N1)C=1C=NC=CC1)=O